OC1=C(C(=O)C2=CC=CC=C2)C=CC=C1N 2-hydroxy-3-aminobenzophenone